(6-(1,4-dimethyl-1H-1,2,3-triazol-5-yl)-1-methyl-4-(phenyl(tetrahydro-2H-pyran-4-yl)methyl)-1,4-dihydropyrazolo[3',4':4,5]pyrrolo[3,2-b]pyridin-3-yl)-N-(methylsulfonyl)acetamide CN1N=NC(=C1C=1C=C2C(=NC1)C1=C(N2C(C2CCOCC2)C2=CC=CC=C2)C(=NN1C)CC(=O)NS(=O)(=O)C)C